1-methyl-5-vinyl-1H-pyrazolo[3,4-c]pyridazine CN1N=CC=2C1=NN=C(C2)C=C